The molecule is a 3-hydroxy fatty acyl-CoA that results from the formal condensation of the thiol group of coenzyme A with the carboxy group of (3R,11Z)-3-hydroxyicosenoic acid It is a (R)-3-hydroxyacyl-CoA, a long-chain fatty acyl-CoA, a 3-hydroxy fatty acyl-CoA and an unsaturated fatty acyl-CoA. It is a conjugate acid of a (3R,11Z)-3-hydroxyicosenoyl-CoA(4-). CCCCCCCC/C=C\\CCCCCCC[C@H](CC(=O)SCCNC(=O)CCNC(=O)[C@@H](C(C)(C)COP(=O)(O)OP(=O)(O)OC[C@@H]1[C@H]([C@H]([C@@H](O1)N2C=NC3=C(N=CN=C32)N)O)OP(=O)(O)O)O)O